C(C)(C)(C)C1=C(N=CO1)CO 5-tert-butyloxazole-4-methanol